5-Fluoro-N-(5-fluoropyridin-2-yl)-6'-methyl-[3,4'-bipyridine]-2'-carboxamide FC=1C=C(C=NC1)C1=CC(=NC(=C1)C)C(=O)NC1=NC=C(C=C1)F